1-(4-bromobenzyl)-3-methyltetrahydropyrimidin-2(1H)-one BrC1=CC=C(CN2C(N(CCC2)C)=O)C=C1